1-[(7AR)-5-chloro-4-(2-fluoro-6-hydroxyphenyl)-1-methyl-1,7a,8,10,11,13-hexahydropyrazino[2',1':3,4][1,4]oxazepino[7,6-g]indazol-9(7H)-yl]prop-2-en-1-one ClC=1C(=C2C=NN(C2=C2C1OC[C@@H]1N(C2)CCN(C1)C(C=C)=O)C)C1=C(C=CC=C1O)F